CN1C(C2=CC=C(C=C2C=C1)C1=NC2=CC(=CC=C2C(=C1)C(=C)C)C(=O)N1CCCCC1)=O 2-methyl-6-(7-(1-piperidinylcarbonyl)-4-(1-propen-2-yl)-2-quinolinyl)-1(2H)-isoquinolinone